BrC=1C(=C2C(=NC1)N(C(N2CC(=O)O)=O)C)Cl 2-(6-bromo-7-chloro-3-methyl-2-oxo-2,3-dihydro-1H-imidazo[4,5-b]pyridin-1-yl)acetic acid